OB1OCC[C@@H]1NC([C@@H](CC(=O)N1CCOCC1)NC(=O)C1=NC=CN=C1)=O N-((R)-1-(((R)-2-hydroxy-1,2-oxaborolan-3-yl)amino)-4-morpholino-1,4-dioxobutan-2-yl)pyrazine-2-carboxamide